11-methyl-2-(N-methyl-N-(p-tolyl)glycyl)-8-(3-(trifluoromethyl)phenyl)-1,3,4,12a-tetrahydrobenzo[e]pyrazino[1,2-a][1,4]diazepine-6,12(2H,11H)-dione CN1C(C2N(C(C3=C1C=CC(=C3)C3=CC(=CC=C3)C(F)(F)F)=O)CCN(C2)C(CN(C2=CC=C(C=C2)C)C)=O)=O